[H-].[H-].[Y+2] YTTRIUM DIHYDRIDE